BrC=1C(=NC(=NC1)C(C)O)C 1-(5-bromo-4-methylpyrimidin-2-yl)ethan-1-ol